N1=CC=C2N1C=CC(=C2)CN(CC2=CC=1N(C=C2)N=CC1)C1CCC1 N,N-bis(pyrazolo[1,5-a]pyridin-5-ylmethyl)cyclobutylamine